N,N,N,N-tetramethyl-2-butene-1,4-diamine CN(C)C/C=C/CN(C)C